C1=CSC(=C1)S(=O)(=O)N thiophene-α-sulfonamide